FC1=C(C=C2C=C(C=NC2=C1)C=1C=NN(C1)C)C(C)C=1N=C2C(=NC1C=1C=NC3=CC=CC=C3C1)NN=N2 7-fluoro-3-(1-methyl-1H-4-pyrazolyl)-6-(1-(6-(quinolin-3-yl)-[1,2,3]triazolo[4,5-b]pyrazinyl)ethyl)quinoline